2,6-dimethyl-p-bromoaniline CC1=C(N)C(=CC(=C1)Br)C